Cl.Cl.FC=1C=C2C(=NC1)NC=C2CCN2[C@@H](CCC2)C (R)-5-fluoro-3-(2-(2-methylpyrrolidin-1-yl)ethyl)-1H-pyrrolo[2,3-b]pyridine dihydrochloride